C1(=CC=CC=C1)CCCCCCC=CC=CC(=O)N1CCCCC1 11-Phenyl-2,4-undecadienoic acid piperidide